C(CCCCCCCC)(=O)OCC(COC(CCCCCCCC)=O)CCC(=O)OC(C)(C)C 2-(3-(tert-butoxy)-3-oxopropyl)propane-1,3-diyl dinonanoate